((6-methoxypyridin-3-yl)methylene)piperidin-4-amine COC1=CC=C(C=N1)C=C1NCCC(C1)N